C1(CC1)N1C[C@@H](CCC1)NC=1C2=C(C(=NN1)C1=C(C=C(C=C1)C(F)(F)F)O)CSC2 2-(4-{[(3R)-1-cyclopropylpiperidin-3-yl]amino}-5,7-dihydrothieno[3,4-d]pyridazin-1-yl)-5-(trifluoromethyl)phenol